N-(1-(3-chlorophenyl)-2-hydroxyethyl)-1-(2-(phenylamino)pyridin-4-yl)-1H-imidazole-4-amide ClC=1C=C(C=CC1)C(CO)NC(=O)C=1N=CN(C1)C1=CC(=NC=C1)NC1=CC=CC=C1